N-((5-fluoro-2,3-dihydrobenzofuran-4-yl)methyl)-5-methyl-6H-2,3,5a,7,12,13a-hexaazabenzo[4,5]cyclopenta[7,8]cycloocta[1,2,3-cd]inden-13-amine FC=1C=CC2=C(CCO2)C1CNC1=C2C(=C3C4=C(C=C(N4CN=C3)C)C=3N1C=NN3)C=CC=N2